methyl ((((2S,5R)-5-(4-amino-5-fluoro-2-oxopyrimidin-1(2H)-yl)-2,5-dihydrofuran-2-yl) methoxy) (4-bromophenoxy) phosphoryl)-L-alaninate NC1=NC(N(C=C1F)[C@H]1C=C[C@H](O1)COP(=O)(OC1=CC=C(C=C1)Br)N[C@@H](C)C(=O)OC)=O